C(C(C)=C)OCC(C(=O)OCCCCCCC)=C n-heptyl α-methallyloxymethylacrylate